3,5-dihydroxy-4-oxo-2-[3-(4-hydroxy-3-methoxyphenyl)-2-(hydroxymethyl)-2,3-dihydro-1,4-benzodioxin-6-yl]-2,3-dihydro-4H-chromene OC1C(OC2=CC=CC(=C2C1=O)O)C1=CC2=C(OC(C(O2)C2=CC(=C(C=C2)O)OC)CO)C=C1